C(CC)(=O)OC=1C(=NC=CC1OC)C(N[C@@H](C)C=1SC(=NN1)C1=CC(=CC=C1)C(C)C)=O (S)-2-((1-(5-(3-isopropylphenyl)-1,3,4-thiadiazol-2-yl)ethyl)carbamoyl)-4-methoxypyridin-3-yl propionate